4-methyl-7-oxo-1-azabicyclo[3.2.0]hept-2-ene-2-carboxylic acid CC1C=C(N2C(CC12)=O)C(=O)O